3-methyl-2-tetrahydrofuranol CC1C(OCC1)O